(R)-1-(3-Chloro-4-(4-(2-(((3R,4S)-3-fluoro-1-(methylsulfonyl)piperidin-4-yl)amino)-5-(trifluoromethyl)pyrimidin-4-yl)-1H-imidazol-1-yl)benzyl)-3-methylpyrrolidin-3-ol ClC=1C=C(CN2C[C@@](CC2)(O)C)C=CC1N1C=NC(=C1)C1=NC(=NC=C1C(F)(F)F)N[C@@H]1[C@@H](CN(CC1)S(=O)(=O)C)F